1-[4-(phenylsulfanyl)phenyl]-1,2-octanedione-2-(benzoyl) oxime C(C1=CC=CC=C1)(=O)ON=C(C(=O)C1=CC=C(C=C1)SC1=CC=CC=C1)CCCCCC